CC1=CC(=NN1)NC=1C2=C(N=C(N1)NC1CC3CCCC(C1)N3CCC#N)SC=N2 3-((3-exo)-3-((7-((5-methyl-1H-pyrazol-3-yl)amino)thiazolo[5,4-d]pyrimidin-5-yl)amino)-9-azabicyclo[3.3.1]nonan-9-yl)propionitrile